(1S,4S,5R)-2-[3-[4-[3-[3-amino-6-(2-hydroxyphenyl)pyridazin-4-yl]-3,8-diazabicyclo[3.2.1]oct-8-yl]-2-pyridinyl]prop-2-ynyl]-2-azabicyclo[2.2.1]heptan-5-ol NC=1N=NC(=CC1N1CC2CCC(C1)N2C2=CC(=NC=C2)C#CCN2[C@@H]1C[C@H]([C@H](C2)C1)O)C1=C(C=CC=C1)O